BrC1=CC=C(CC=2C(=NC=3N(C2N(C)C)N=CN3)C)C=C1 6-(4-bromobenzyl)-N,N,5-trimethyl-[1,2,4]triazolo[1,5-a]pyrimidin-7-amine